1,5-dimercaptoanthraquinone SC1=CC=CC=2C(C3=C(C=CC=C3C(C12)=O)S)=O